(R)-pantoic acid C([C@H](O)C(C)(C)CO)(=O)O